8-(1-(oxetan-3-yl)-1H-pyrazolo[3,4-b]pyrazin-6-yl)-2-(2-(trifluoromethyl)pyridin-4-yl)-2,8-diazaspiro[4.5]decan-3-one O1CC(C1)N1N=CC=2C1=NC(=CN2)N2CCC1(CC(N(C1)C1=CC(=NC=C1)C(F)(F)F)=O)CC2